[phenyl-(dimethylfluorenyl)triazineyl](dimethylfluorenyl)terphenyl C1(=CC=CC=C1)C1=C(C(=NN=N1)C=1C(=C(C=CC1)C=1C(=CC=CC1)C1=CC=CC=C1)C1=C(C(=CC=2C3=CC=CC=C3CC12)C)C)C1=C(C(=CC=2C3=CC=CC=C3CC12)C)C